ClC=1C(C(=C(C(C1C1=C(NC2=CC=CC=C12)C)=O)Cl)NC)=O 2,5-dichloro-3-(2-methyl-1H-indol-3-yl)-6-(methylamino)cyclohexane-2,5-diene-1,4-dione